CC1CC(CC2C1O2)C(=O)O 4-epoxy-6-methylcyclohexanecarboxylic acid